chlorofluoromethyl-silane Magnesium tin [Sn].[Mg].Cl[SiH2]CF